COC1=NC=2CCN(CC2C=C1NC1=NC2=C(C=CC=C2C=N1)C1=C(C(=O)NC)C=CC=C1)C 2-(2-((2-methoxy-6-methyl-5,6,7,8-tetrahydro-1,6-naphthyridin-3-yl)amino)quinazolin-8-yl)-N-methylbenzamide